methyl N-[5-[6-[5-(4-fluoro-3-methoxy-phenyl)-2-methyl-imidazol-1-yl]imidazo[1,2-a]pyridin-3-yl]-2-pyridyl]carbamate FC1=C(C=C(C=C1)C1=CN=C(N1C=1C=CC=2N(C1)C(=CN2)C=2C=CC(=NC2)NC(OC)=O)C)OC